FC(S(=O)(=O)N1CC2C3=C(CC1)C=CC=C3COC2)(F)F 5-((Trifluoromethyl)sulfonyl)-3,3a,4,5,6,7-hexahydro-1H-isochromeno[4,5-cd]azepine